C(C)(C)N1C(N(C(C(=C1)C(=O)NC1=CC(=C(C=C1)OC1=CC(=NC=2N1N=CC2)C)F)=O)C2=CC=C(C=C2)F)=O 1-isopropyl-3-(4-fluorophenyl)-N-(3-fluoro-4-((5-methylpyrazolo[1,5-a]pyrimidin-7-yl)oxy)phenyl)-2,4-dioxo-1,2,3,4-tetrahydropyrimidine-5-carboxamide